6-Ethoxy-2-[2-(8-Hydroxyquinolin-5-yl)-vinyl]-1-methylquinolinium trifluoromethanesulfonate FC(S(=O)(=O)[O-])(F)F.C(C)OC=1C=C2C=CC(=[N+](C2=CC1)C)C=CC1=C2C=CC=NC2=C(C=C1)O